N-(4-cyanobenzoyl)-4-(2-cyanobenzoyl)-1H-pyrrole-2-carboxamide C(#N)C1=CC=C(C(=O)NC(=O)C=2NC=C(C2)C(C2=C(C=CC=C2)C#N)=O)C=C1